N-(3-methylbutan-2-yl)pentane-1,5-diamine CC(C(C)NCCCCCN)C